C(C)N1C(NC2=CC(=CC=C2C1=O)CN1CCN(C2CC12)C=1C=CC(=NC1)C(=O)NC)=O 5-(5-((3-ethyl-2,4-dioxo-1,2,3,4-tetrahydroquinazolin-7-yl)methyl)-2,5-diazabicyclo[4.1.0]heptan-2-yl)-N-methylpicolinamide